BrC1=CN(C=2N=C(N(C(C21)=O)C)Cl)COCC[Si](C)(C)C 5-bromo-2-chloro-3-methyl-7-((2-(trimethylsilyl)ethoxy)methyl)-3,7-dihydro-4H-pyrrolo[2,3-d]pyrimidin-4-one